1-TETRADECANAMINIUM C(CCCCCCCCCCCCC)[NH3+]